FC1=C(CC=2C=3N(C=C(N2)C(=N)N)C=CN3)C=C(C=C1)F 8-(2,5-difluorobenzyl)imidazo[1,2-a]pyrazine-6-carboxamidine